CC1(CCN(CC1)C=1OC2=C(C=C(C=C2C(C1C)=O)C)C(C)NC=1C(=NC(=CC1)F)C=1C=CC2=C(COB2O)C1)C 2-(4,4-dimethyl-1-piperidyl)-8-[1-[[6-fluoro-2-(1-hydroxy-3H-2,1-benzoxaborol-5-yl)-3-pyridyl]amino]ethyl]-3,6-dimethyl-chromen-4-one